tert-butyl (3-oxo-1',2',3',4',8',9',10',11'-octahydrospiro[isoindoline-1,6'-pyrano[3,2-g:5,6-g']diquinolin]-2-yl)carbamate O=C1N(C2(C=3C=C4CCCNC4=CC3OC3=C2C=C2CCCNC2=C3)C3=CC=CC=C13)NC(OC(C)(C)C)=O